CC1=C(C=C(C=C1C)S)S 4,5-dimethylbenzene-1,3-dithiol